(R)-1-(3-((6-((1-(2-morpholinoethyl)-1H-pyrazol-4-yl)amino)-1H-pyrazolo[3,4-d]pyrimidin-4-yl)amino)piperidin-1-yl)prop-2-en-1-one O1CCN(CC1)CCN1N=CC(=C1)NC1=NC(=C2C(=N1)NN=C2)N[C@H]2CN(CCC2)C(C=C)=O